C(C1=CC=CC=C1)OCC1(C(NC(N1)=O)=O)C 5-((benzyloxy)methyl)-5-methylimidazolidine-2,4-dione